C(C(=C)C)(=O)OCCC(=O)O Beta-Carboxyethyl methacrylate